C[C@]12CC[C@H]3[C@@H](CCC4CCCC[C@]34C)[C@H]1CC[C@@H]2C=2C=CC(=O)OC2 Bufadienolid